N-((1-((dimethylamino)methyl)cyclopropyl)methyl)acetamide CN(C)CC1(CC1)CNC(C)=O